4-(2-chlorophenyl)-1-[(2H3)methylamino]-6-(trifluoromethyl)-3H-pyrido[1,2-c]pyrimidin-3-one ClC1=C(C=CC=C1)C1=C2N(C(=NC1=O)NC([2H])([2H])[2H])C=CC(=C2)C(F)(F)F